C(=O)(O)CCO[C@H]1[C@@H](C[C@](SCCN)(O[C@@H]1CO)NS(=O)(=O)O)O Aminoethyl 4-O-carboxyethyl-2-deoxy-sulfoamino-1-thio-β-D-glucopyranoside